N'-benzyloxycarbonyl-L-lysine C(C1=CC=CC=C1)OC(=O)NCCCC[C@H](N)C(=O)O